tert-butyl ((1r,3r)-3-(3,5-difluoro-4-methoxyphenoxy)cyclobutyl)carbamate FC=1C=C(OC2CC(C2)NC(OC(C)(C)C)=O)C=C(C1OC)F